2-(3,4-dihydro-2H-benzo[b][1,4]oxazin-6-yl)acetic acid methyl ester COC(CC1=CC2=C(OCCN2)C=C1)=O